1-(bromomethyl)-2-fluoro-4-(3-fluorobenzyloxy)benzene BrCC1=C(C=C(C=C1)OCC1=CC(=CC=C1)F)F